ClC1=CC=C(CCC2=NOC(=N2)CN2NC=C(C(=C2)C)CO)C=C1 2-((3-(4-chlorophenethyl)-1,2,4-oxadiazol-5-yl)methyl)-5-(hydroxymethyl)-4-methyl-pyridazin